ClC1=C2C=CN(C2=C(C=C1F)OCC1CCCCC1)C(C)C 4-chloro-7-(cyclohexylmethoxy)-5-fluoro-1-isopropyl-1H-indole